6-borono-2-(2-(isoindolin-2-yl)ethyl)-2-(methylamino)hexanoic acid B(O)(O)CCCCC(C(=O)O)(NC)CCN1CC2=CC=CC=C2C1